BrC1=CC(=C(C=C1)C1=NN2C(N=C(C=C2C2CC2)C(=O)N2[C@@H](C3=CC=CC=C3CC2)C)=C1)F (1R)-2-[2-(4-bromo-2-fluorophenyl)-7-cyclopropylpyrazolo[1,5-a]pyrimidine-5-carbonyl]-1-methyl-1,2,3,4-tetrahydro-isoquinoline